FC1([C@@H]([C@H](CCC1)OC1[C@H]2CN(C[C@@H]1CC2)C(C)C)N)F (1R,6S)-2,2-difluoro-6-{[(1R,5S,8S)-3-(propan-2-yl)-3-azabicyclo[3.2.1]octan-8-yl]oxy}cyclohexan-1-amine